5-fluoro-N-isopropyl-N-((R)-1,1,1-trifluoropropan-2-yl)benzamide FC=1C=CC=C(C(=O)N([C@@H](C(F)(F)F)C)C(C)C)C1